(2R)-N-(3-{2-[(3-methoxy-1-methyl-1H-pyrazol-4-yl)amino]pyrimidin-4-yl}-1H-indol-7-yl)-2-(4-methylpiperazin-1-yl)propionamide saccharin salt S1(=O)(=O)NC(=O)C2=CC=CC=C12.COC1=NN(C=C1NC1=NC=CC(=N1)C1=CNC2=C(C=CC=C12)NC([C@@H](C)N1CCN(CC1)C)=O)C